BrC1=CC=C(/C(=N/O)/Cl)C=C1 (Z)-4-bromo-N-hydroxyiminobenzyl chloride